tert-butyl ((S)-(7-((S*)-1-amino-2-cyclobutoxyethyl)imidazo[1,2-b]pyridazin-2-yl)(4,4-difluorocyclohexyl)methyl)carbamate N[C@H](COC1CCC1)C1=CC=2N(N=C1)C=C(N2)[C@H](C2CCC(CC2)(F)F)NC(OC(C)(C)C)=O |o1:1|